(3R,5R)-1-{2-[1-(cyclopropylmethyl)-6-(2,3-dihydro-1-benzofuran-6-yl)-1H-pyrrolo[2,3-b]pyridin-2-yl]-7-methoxy-1-methyl-1H-1,3-benzodiazole-5-carbonyl}-5-fluoropiperidin-3-amine C1(CC1)CN1C(=CC=2C1=NC(=CC2)C2=CC1=C(CCO1)C=C2)C2=NC1=C(N2C)C(=CC(=C1)C(=O)N1C[C@@H](C[C@H](C1)F)N)OC